C(C1=CC=CC=C1)C=1NC(=NN1)C(=O)N[C@@H]1C(N2[C@H](COC1)CCC2)=O 5-benzyl-N-((4S,9aS)-5-oxohexahydro-1H,3H-pyrrolo[2,1-c][1,4]oxazepin-4-yl)-4H-1,2,4-triazole-3-carboxamide